C(C(=O)O)(=O)O.O1N=C(N=C1)C1=CC=CC(=N1)OCCCN1CCN(CC1)C1=NSC2=C1C=CC=C2 3-{4-[3-(6-[1,2,4]oxadiazol-3-yl-pyridin-2-yloxy)-propyl]-piperazin-1-yl}-benzo[d]isothiazole oxalate salt